OC(/C=C/CNCC(=O)O)(C)C 2-[[(E)-4-hydroxy-4-methyl-pent-2-enyl]amino]acetic acid